4-cyano-4-[(dodecyl-sulfocarbonyl)sulfoamino]pentanol C(#N)C(CCCO)(C)N(S(=O)(=O)O)C(=O)S(=O)(=O)OCCCCCCCCCCCC